N-1-propylindole C(CC)N1C=CC2=CC=CC=C12